2-(prop-2-ynyloxy)propane-1,3-diol C(C#C)OC(CO)CO